4-(2-Bromo-ethyl)-2-fluoro-4'-propyl-biphenyl BrCCC1=CC(=C(C=C1)C1=CC=C(C=C1)CCC)F